C1(CC1)C1=NC=NC(=C1C=1N=C(C=2C(N1)=CN(N2)C)NCC2=CC=C(C=C2)C=2N(C=C(N2)C(F)(F)F)C(C)C)OC 5-(4-cyclopropyl-6-methoxypyrimidin-5-yl)-N-(4-(1-isopropyl-4-(trifluoromethyl)-1H-imidazol-2-yl)benzyl)-2-methyl-2H-pyrazolo[4,3-d]pyrimidin-7-amine